2-chloro-4-[[(3S)-tetrahydrofuran-3-yl]amino]pyrimidine-5-carboxylic acid ethyl ester C(C)OC(=O)C=1C(=NC(=NC1)Cl)N[C@@H]1COCC1